N-(4-(5-acetyl-2-(4-fluorophenyl)-4,5,6,7-tetrahydropyrazolo[1,5-a]pyrazin-3-yl)pyridin-2-yl)-2-(furan-3-yl)acetamide C(C)(=O)N1CC=2N(CC1)N=C(C2C2=CC(=NC=C2)NC(CC2=COC=C2)=O)C2=CC=C(C=C2)F